BrC=1C=NC=CC1OC1CC1 3-Bromo-4-cyclopropoxypyridine